1-(4-((4-((6-(2-hydroxypropan-2-yl)pyridin-2-yl)amino)-5-methylthieno[2,3-d]pyrimidine-2-yl)amino)-1H-pyrazol-1-yl)-2-methylpropan-2-ol OC(C)(C)C1=CC=CC(=N1)NC=1C2=C(N=C(N1)NC=1C=NN(C1)CC(C)(O)C)SC=C2C